C(CCCCCCCCCCC)OC(=O)C1=CC=CC=C1 dodecylbenzenecarboxylate